N-methyl-3-(1-methylimidazol-4-yl)-4-[[2-(trifluoromethyl)phenyl]methylamino]benzenesulfonamide CNS(=O)(=O)C1=CC(=C(C=C1)NCC1=C(C=CC=C1)C(F)(F)F)C=1N=CN(C1)C